5-methoxy-1-(4-methoxyphenyl)benzo[d][1,3,2]thiaselenazol-1-one COC=1C=CC2=C([Se]NS2(=O)C2=CC=C(C=C2)OC)C1